1-((3,7-dimethyl-oct-6-en-1-yl)oxy)non-1-ene CC(CCOC=CCCCCCCC)CCC=C(C)C